C(C)(C)(C)OC1CC2(CNC2C)C1 O-(tert-butyl)6-hydroxy-1-methyl-2-azaspiro[3.3]Heptane